4-(1-Cyclopentyl-4-(4-fluorophenyl)-1H-imidazol-5-yl)pyrimidin-2-amine C1(CCCC1)N1C=NC(=C1C1=NC(=NC=C1)N)C1=CC=C(C=C1)F